The molecule is a short-chain (3R)-hydroxy fatty acyl-CoA(4-) obtained by deprotonation of the phosphate and diphosphate OH groups of (3R)-hydroxypentanoyl-CoA; major species at pH 7.3. It is a conjugate base of a (R)-3-hydroxypentanoyl-CoA. CC[C@H](CC(=O)SCCNC(=O)CCNC(=O)[C@@H](C(C)(C)COP(=O)([O-])OP(=O)([O-])OC[C@@H]1[C@H]([C@H]([C@@H](O1)N2C=NC3=C(N=CN=C32)N)O)OP(=O)([O-])[O-])O)O